C(C1=CC=CC=C1)S(=O)(=O)NC(C1=CC=C(C=C1)N1CCN(CC1)C(=O)C=1C=NC=C(C1)C#CC=1C=[N+](C=C(C1)O)CC)=O N-benzylsulfonyl-4-[4-[5-[2-(1-ethyl-5-hydroxypyridine-1-ium-3-yl)ethynyl]pyridine-3-carbonyl]piperazine-1-yl]benzamide